C(CCCCCCC)(=O)OC[C@@H](C(NC1=CC=C2C=NN(C2=C1)C=1C=C(C=CC1)C)=O)NC(=O)OCC1=CC=CC=C1 (S)-2-(((benzyloxy)carbonyl)amino)-3-oxo-3-((1-(m-tolyl)-1H-indazol-6-yl)amino)propyl octanoate